NC(C(=O)O)CC1=NN=CN1C 2-amino-3-(4-methyl-4H-1,2,4-triazol-3-yl)propanoic acid